C(C)(C)(C)OC(NC1=NC(=CC=C1C#N)C)=O (3-cyano-6-methyl-pyridin-2-yl)-carbamic acid tert-butyl ester